(1s,4s)-4-aminocyclohexane-1-carboxylic acid C1CC(CCC1C(=O)O)N